C(C)(C)(C)OC(=O)N1CCC(CC1)(C1=NN=C(N1)C1=CC=NC=C1)NC=1C=C(C(=O)N[C@H](C)C=2C=C(OCCCCCCOCCOCCOCCCCCC(=O)O)C=CC2)C=CC1 (R)-6-(2-(2-(6-(3-(1-(3-(1-(tert-butoxycarbonyl)-4-(5-(pyridin-4-yl)-4H-1,2,4-triazol-3-yl)piperidin-4-ylamino)benzamido)ethyl)phenoxy)hexyloxy)ethoxy)ethoxy)hexanoic acid